(R)-3-(3-(6-(2-((2-(3-Amino-1H-pyrazol-1-yl)ethyl)amino)pyrimidin-4-yl)pyridin-2-yl)isoxazol-5-yl)-3-hydroxy-1-methylpyrrolidin-2-one NC1=NN(C=C1)CCNC1=NC=CC(=N1)C1=CC=CC(=N1)C1=NOC(=C1)[C@]1(C(N(CC1)C)=O)O